C1=CC=CC=2C3=CC=CC=C3C(C12)COC(=O)N[C@H](C(=O)O)CC1=CC=CC=C1 (2S)-2-{[(9H-fluoren-9-ylmethoxy)carbonyl]amino}-3-phenylpropanoic acid